C(C)(=O)C=1C(=NC(=CC1)N1C=NC2=C1C=C(C=C2)CN2C(CCC2)=O)N2N=C(C=C2C)C#N 1-[3-acetyl-6-[6-[(2-oxopyrrolidin-1-yl)methyl]benzimidazol-1-yl]-2-pyridinyl]-5-methyl-pyrazole-3-carbonitrile